adamantane-2-carboxylic acid 2-acetylbicyclo[2.2.2]oct-5-en-2-yl ester C(C)(=O)C1(C2C=CC(C1)CC2)OC(=O)C2C1CC3CC(CC2C3)C1